NC=1C(=C(C=CC1)C1=C2C=CNC2=C(C=C1)C(=O)N)C 4-(3-amino-2-methylphenyl)-1H-indole-7-carboxamide